(3R)-3-[(2S)-1-(tert-butoxy)-3-(5-formyl-1-benzothiophen-3-yl)-1-oxopropane-2-yl]pyrrolidine-1-carboxylic acid tert-butyl ester C(C)(C)(C)OC(=O)N1C[C@H](CC1)[C@@H](C(=O)OC(C)(C)C)CC1=CSC2=C1C=C(C=C2)C=O